CN1CCS(C2=C(C1=O)SC(=C2)C2=NC(=NC=C2C(F)(F)F)NC=2C(=NN(C2)C2CCN(CC2)C)C)(=O)=O 4-methyl-7-(2-((3-methyl-1-(1-methylpiperidin-4-yl)-1H-pyrazol-4-yl)amino)-5-(trifluoromethyl)pyrimidin-4-yl)-3,4-dihydrothieno[2,3-f][1,4]thiazepin-5(2H)-one 1,1-dioxide